5-(2,4-difluorophenoxy)-N-(2-(dimethylamino)ethyl)-2-isobutyl-2H-indazole-6-carboxamide FC1=C(OC2=CC3=CN(N=C3C=C2C(=O)NCCN(C)C)CC(C)C)C=CC(=C1)F